[C-]1(C=CC=C1)C=1NC=2C(=NC(=CC2)C=2SC=CC2)N1.[CH-]1C=CC=C1.[Fe+2] 2-ferrocenyl-5-(2-thienyl)imidazo[4,5-b]pyridine